FC(C=1N=NN(C1)CC=1C=C2CN(C(C2=CC1)=O)C1C(NC(CC1)=O)=O)(C1=CC=CC=C1)F 3-(5-((4-(difluoro(phenyl)methyl)-1H-1,2,3-triazol-1-yl)methyl)-1-oxoisoindolin-2-yl)piperidine-2,6-dione